3-{4-[3-(2,3-Dichloro-phenyl)-5-oxo-5H-thiazolo[3,2-a]pyrimidin-2-yl]-pyrimidin-2-ylamino}-benzenesulfonamide ClC1=C(C=CC=C1Cl)C1=C(SC=2N1C(C=CN2)=O)C2=NC(=NC=C2)NC=2C=C(C=CC2)S(=O)(=O)N